(±)-Ethyl 2-(4-(3-methyl-4-(((tetrahydro-2H-pyran-2-yl)oxy)methyl)isoxazol-5-yl) phenoxy)bicyclo[3.1.0]hexane-6-carboxylate CC1=NOC(=C1COC1OCCCC1)C1=CC=C(OC2C3C(C3CC2)C(=O)OCC)C=C1